O=C1NC(CC[C@@H]1N1C(C2=CC=C(C=C2C1)N1CCN(CC1)C1CCN(CC1)CC1CCN(CC1)C(=O)OC(C)(C)C)=O)=O tert-butyl 4-[[4-[4-[2-[(3S)-2,6-dioxo-3-piperidyl]-1-oxo-isoindolin-5-yl]piperazin-1-yl]-1-piperidyl]methyl]piperidine-1-carboxylate